C(C)(C)C1=CC=C(C=C1)P(C1=CC=C(C=C1)C(C)C)C1=CC=C(C=C1)C(C)C Tris(4-isopropylphenyl)phosphine